C(=O)(O)[C@H](CC(=O)C1=CC2=C(S1)C=C(C(=C2)OCCCOC=2C=C1CN(CC1=CC2OC)C(C[C@@H](C(=O)O)C)=O)OC)C (S)-4-(5-(3-((2-((S)-3-carboxybutanoyl)-6-methoxybenzo[b]thiophen-5-yl)oxy)propoxy)-6-methoxyisoindolin-2-yl)-2-methyl-4-oxobutanoic acid